m-methoxystyrene methyl-(R)-1-(1-(4-cyclopropylphenyl)ethyl)-(propane-1-yn-1-yl)-1H-indazole-7-carboxylate CC1=C2C(=NN(C2=C(C=C1)C(=O)O)[C@H](C)C1=CC=C(C=C1)C1CC1)C#CC.COC=1C=C(C=C)C=CC1